FC1=CC=C(C=C1)C=1C=CC=C2C(=C(N3C(C12)=NC=N3)C(=O)NCC(=O)OCC)O ethyl 2-[[10-(4-fluorophenyl)-6-hydroxy-[1,2,4]triazolo[5,1-a]isoquinoline-5-carbonyl]amino]acetate